Cl.N[C@H](C(=O)O)CCl (R)-2-amino-3-chloropropionic acid hydrochloride